5-(2-Morpholinylethyl)-2-nitro-6,7-dihydropyrazolo[1,5-a]pyrazin-4(5H)-one N1(CCOCC1)CCN1C(C=2N(CC1)N=C(C2)[N+](=O)[O-])=O